O=C1NC(CCC1N1C(C2=CC=CC(=C2CC1=O)F)=O)=O 2-(2,6-dioxopiperidin-3-yl)-5-fluoroisoquinoline-1,3-dione